3-chloro-4-[2-(2-ethoxy-3-pyridinyl)-7-[[(2R)-pyrrolidin-2-yl]methyl]spiro[6,8-dihydro-1,7-naphthyridine-5,4'-piperidine]-1'-yl]benzonitrile formate salt C(=O)O.ClC=1C=C(C#N)C=CC1N1CCC2(CC1)C=1C=CC(=NC1CN(C2)C[C@@H]2NCCC2)C=2C(=NC=CC2)OCC